C1(CCC1)C=1C(=NN(C1N)C)C1(CCC1)C(F)(F)F 4-cyclobutyl-1-methyl-3-(1-(trifluoromethyl)cyclobutyl)-1H-pyrazol-5-amine